2-amino-2-(3-(trifluoromethyl)phenyl)butan-1-ol NC(CO)(CC)C1=CC(=CC=C1)C(F)(F)F